2-(difluoromethyl)-3-methoxy-N-methyl-2H-indazole-5-carboxamide FC(N1N=C2C=CC(=CC2=C1OC)C(=O)NC)F